ClC=1C=CC2=C(C1)C=1C(=CN(C(C1)=O)C(C(=O)OC(C)(C)C)CCOC(C)C)CO[C@@H](C2)C Tert-Butyl 2-[(7R)-11-chloro-7-methyl-2-oxo-7,8-dihydro-2H-[3]benzoxocino[5,6-c]pyridin-3(5H)-yl]-4-isopropoxybutanoate